C(#N)C1=CC(=C(OC=2N=NC(=C(C2C(=O)NC2=CC(=CC=C2)S(=O)(=N)C)C)C2=CC=C(C=C2)C#N)C=C1)OC 3-(4-cyano-2-methoxy-phenoxy)-6-(4-cyanophenyl)-5-methyl-N-[3-(methylsulfonimidoyl)phenyl]pyridazine-4-carboxamide